C(C1=CC=CC=C1)(=O)NC1CCC(CC1)NC(OC(C)(C)C)=O tert-butyl ((1S,4S)-4-benzamidocyclohexyl)carbamate